(1r,4r)-N-(4-(2-chlorophenyl)thiazol-2-yl)-4-(4-(methylsulfonyl)piperazin-1-yl)cyclohexane-1-carboxamide ClC1=C(C=CC=C1)C=1N=C(SC1)NC(=O)C1CCC(CC1)N1CCN(CC1)S(=O)(=O)C